C(CCCCC)OC(CCC(=O)OCCCCCBr)OCCCCCC 5-bromopentyl 4,4-bis(hexyloxy)butanoate